3-(3-(trifluoromethoxy)phenyl)propan-1-ol FC(OC=1C=C(C=CC1)CCCO)(F)F